2,6-di-tert-butyl-4-(dimethylamino)-methylphenol C(C)(C)(C)C1=C(C(=CC(=C1C)N(C)C)C(C)(C)C)O